ClC1=C(C=C(OCC(=O)NC23CC(C2)(C3)NC3=NC=CC(=C3)C(F)(F)F)C=C1)F 2-(4-chloro-3-fluorophenoxy)-N-(3-{[4-(trifluoromethyl)pyridin-2-yl]amino}bicyclo[1.1.1]pent-1-yl)acetamide